O=C1N(CCC(N1)=O)C1=C(CN(C)CC2=CC=C(C=C2)C=2OC3=C(C2)C=C(C=C3C(=O)N)F)C=CC=C1 2-(4-(((2-(2,4-dioxotetrahydropyrimidin-1(2H)-yl)benzyl)(methyl)amino)methyl)phenyl)-5-fluorobenzofuran-7-carboxamide